4-(boc-amino)cyclohexylamine C(=O)(OC(C)(C)C)NC1CCC(CC1)N